Cl.N[C@@H]1CN(CC1)C1=C2C(=NC3=CC=C(C=C13)C1=CC(=NC=C1)NC(=O)C1CCC1)CCCCC2 (S)-N-(4-(11-(3-aminopyrrolidin-1-yl)-7,8,9,10-tetrahydro-6H-cyclohepta[b]quinolin-2-yl)pyridin-2-yl)cyclobutanecarboxamide hydrochloride